bisstearyl-succinamide C(CCCCCCCCCCCCCCCCC)C(C(C(=O)N)CCCCCCCCCCCCCCCCCC)C(=O)N